CC=1C(=NC(=NC1)NC=1C=NN(C1)C1CC(OCC1)C)C1=CC=C(C(=O)O)C=C1 4-(5-Methyl-2-((1-(2-methyltetrahydro-2H-pyran-4-yl)-1H-pyrazol-4-yl)amino)pyrimidin-4-yl)benzoic Acid